C1(=CC=CC=C1)S(=O)(=O)N1C=CC2=NC=C(C=C21)OC2(CC2)CI 1-(benzenesulfonyl)-6-[1-(iodomethyl)cyclopropoxy]pyrrolo[3,2-b]pyridine